5-bromo-1-(5-bromopentyl)-1H-indole BrC=1C=C2C=CN(C2=CC1)CCCCCBr